C[S@@](=O)CC1=C(C=CC(=C1)[N+](=O)[O-])C1(CC1)CNC(OC(C)(C)C)=O |r| (±)-tert-Butyl ((1-(2-((methylsulfinyl)methyl)-4-nitrophenyl)cyclopropyl)methyl)carbamate